5-bromo-6-[2-(3-methyloxetan-3-yl)ethynyl]-1H-indazole BrC=1C=C2C=NNC2=CC1C#CC1(COC1)C